tert-butyl 2-bromo-6-oxo-spiro[5H-pyrrolo[2,3-b]pyrazine-7,4'-piperidine]-1'-carboxylate BrC=1N=C2C(=NC1)NC(C21CCN(CC1)C(=O)OC(C)(C)C)=O